C(=C)[SiH]1O[SiH](O[SiH](O1)C=C)C=C trivinyl-cyclotrisiloxane